FC(CN1C(=NC=2C1=NC(=CC2)C=2C=CN1N=C(N=CC12)N[C@@H]1CC[C@@H](CC1)N1CCOCC1)C)F 5-(3-(2,2-difluoroethyl)-2-methyl-3H-imidazo[4,5-b]pyridin-5-yl)-N-(cis-4-morpholinocyclohexyl)pyrrolo[2,1-f][1,2,4]triazin-2-amine